C1(CC1)C1=C(C(=NO1)C1=C(C=NC=C1Cl)Cl)COC12CCC(CC1)(CC2)/C=C/C2=CC=C1C=CN=C(C1=C2)OCCCOC (E)-7-(2-(4-((5-Cyclopropyl-3-(3,5-dichloropyridin-4-yl)isoxazol-4-yl)methoxy)bicyclo[2.2.2]octan-1-yl)vinyl)-1-(3-methoxypropoxy)isochinolin